thiophenyl-(n-propyl-n-hexyl) thiophosphite P(SC(CCCCC)(CCC)C=1SC=CC1)([O-])[O-]